4-(4-(1-(m-tolylsulfonyl)azetidine-3-carbonyl)-3,4-dihydro-2H-pyrido[4,3-b][1,4]oxazin-8-yl)-benzonitrile C1(=CC(=CC=C1)S(=O)(=O)N1CC(C1)C(=O)N1C2=C(OCC1)C(=CN=C2)C2=CC=C(C#N)C=C2)C